C(C)(C)(C)OC(=O)N1CCN(CC1)C1=C(C=CC(=C1)N[C@H]1C(NC(CC1)=O)=O)F |r| (±)-4-(5-((2,6-Dioxopiperidin-3-yl)amino)-2-fluorophenyl)piperazine-1-carboxylic acid tert-butyl ester